ClCC(=O)NC1=CC(=CC=C1)OC1=NC=NC(=C1)NCC1=C(C=CC=C1)C(F)(F)F 2-chloro-N-(3-((6-((2-(trifluoromethyl)benzyl)amino)pyrimidin-4-yl)oxy)phenyl)acetamide